1,1,3,3,3-pentafluoro-2-methacryloyloxypropane-1-sulfonate FC(C(C(F)(F)F)OC(C(=C)C)=O)(S(=O)(=O)[O-])F